OC1(CCN(CC1)C(=O)C=1C=C(C=CC1)C1=CC=C(C=C1)C#N)CN1C=NN2C(C1=O)=CC=C2 3'-(4-hydroxy-4-((4-oxopyrrolo[2,1-f][1,2,4]triazin-3(4H)-yl)methyl)piperidine-1-carbonyl)-[1,1'-biphenyl]-4-carbonitrile